(R)-N-(2,8-dimethylimidazo[1,2-a]pyrazin-6-yl)-2-(3-(methylamino)pyrrolidin-1-yl)pyrimidine-5-carboxamide CC=1N=C2N(C=C(N=C2C)NC(=O)C=2C=NC(=NC2)N2C[C@@H](CC2)NC)C1